hexaethylbenzotriazine hexafluorophosphate F[P-](F)(F)(F)(F)F.C(C)C12C(N(N(N(C1=CC=CC2)CC)CC)CC)(CC)CC